ClC=1C(N(C2=CC(=C(C=C2N1)Cl)C(F)(F)F)C=1C(=NC=CC1)C)=O 3,6-Dichloro-1-(2-methylpyridin-3-yl)-7-(trifluoromethyl)quinoxaline-2(1H)-on